ClC1=C(C=C2C=C(N=CC2=C1)NC(=O)[C@@H]1[C@H](C1)C=1C=NN(C1C(F)(F)F)C)N1CC[NH+](CC1)[C@@]1(COC[C@@H]1F)C (1S,2S)-N-[7-chloro-6-[4-((3R,4R)-4-fluoro-3-methyl-tetrahydrofuran-3-yl)piperazin-4-ium-1-yl]-3-isoquinolinyl]-2-[1-methyl-5-(trifluoromethyl)pyrazol-4-yl]cyclopropanecarboxamide